C[C@H]1CN(C[C@H](O1)C)C1=NC=C(C=C1)B1OC(C(O1)(C)C)(C)C (2S,6R)-2,6-dimethyl-4-(5-(4,4,5,5-tetramethyl-1,3,2-dioxaborolan-2-yl)pyridine-2-yl)morpholine